bixylene C1(=C(C(=CC=C1)C=1C(=C(C=CC1)C)C)C)C